CN(C1CN(C1)C1=NC(=NC=C1)N(CC1=CC=C(C=C1)OCC(C)C)CC1=CC=C(C=C1)F)C (3-(dimethylamino)azetidin-1-yl)-N-(4-fluorobenzyl)-N-(4-isobutoxybenzyl)pyrimidin-2-amine